4-[2-(2,4-difluorophenoxy)-5-(morpholin-4-ylcarbonyl)phenyl]-6-methyl-1,6-dihydro-7H-pyrrolo[2,3-c]pyridin-7-one FC1=C(OC2=C(C=C(C=C2)C(=O)N2CCOCC2)C=2C3=C(C(N(C2)C)=O)NC=C3)C=CC(=C1)F